6-Amino-2-(bis(t-butoxycarbonyl)amino)-1H-benzo[d]imidazole-1-carboxylic acid tert-butyl ester C(C)(C)(C)OC(=O)N1C(=NC2=C1C=C(C=C2)N)N(C(=O)OC(C)(C)C)C(=O)OC(C)(C)C